2-chloro-1-(4-(2-(4-(o-tolyl)-6,7-dihydrothieno[3,2-c]pyridin-5(4H)-yl)acetyl)-1,4-diazepan-1-yl)ethan-1-one ClCC(=O)N1CCN(CCC1)C(CN1C(C2=C(CC1)SC=C2)C2=C(C=CC=C2)C)=O